2-(1,3-Dioxoisoindol-2-yl)acethydrazide tert-butyl-3-((4-nitrobenzoyl)oxy)-6-azabicyclo[3.1.1]heptane-6-carboxylate C(C)(C)(C)OC(=O)N1C2CC(CC1C2)OC(C2=CC=C(C=C2)[N+](=O)[O-])=O.O=C2N(C(C1=CC=CC=C21)=O)CC(=O)NN